methoxymethyl 4-hydroxy-2-methyl-6-(methylthio)benzoate OC1=CC(=C(C(=O)OCOC)C(=C1)SC)C